C(C)(C)(C)OC(=O)N1CC2(C1)N(C(CN(C2=O)C(C)C)=O)CC2=CC(=C(C=C2)Cl)F 5-(4-chloro-3-fluorobenzyl)-8-isopropyl-6,9-dioxo-2,5,8-triazaspiro[3.5]nonane-2-carboxylic acid tert-butyl ester